(S)-2-chloro-5-(5,5-difluoro-4-hydroxy-3-(methylsulfonyl)-4,5,6,7-tetrahydro-1H-indole-1-yl)benzonitrile ClC1=C(C#N)C=C(C=C1)N1C=C(C=2[C@@H](C(CCC12)(F)F)O)S(=O)(=O)C